(11R,12R)-12-(2-chlorophenyl)-11-ethyl-7-fluoro-2,3,10-triazatricyclo[7.3.1.0^{5,13}]trideca-1,5(13),6,8-tetraen-4-one ClC1=C(C=CC=C1)[C@@H]1[C@H](NC2=CC(=CC=3C(NN=C1C32)=O)F)CC